NCC=1C=CC(=NC1)C1=C(C=C(C#N)C=C1)SC1=CN=NC(=C1)N1CCCC1 4-[5-(aminomethyl)pyridin-2-yl]-3-(6-pyrrolidin-1-ylpyridazin-4-yl)sulfanylbenzonitrile